FCCCN1CC(C1)=CC1=CC=C(C=C1)C1=C(CCCC2=C1C=CC=C2)C2=CC(=C(C=C2)OC)C(F)(F)F 9-(4-((1-(3-Fluoropropyl)azetidin-3-yliden)methyl)phenyl)-8-(4-methoxy-3-(trifluoromethyl)phenyl)-6,7-dihydro-5H-benzo[7]annulen